tridodecyl 1,2,3-benzenetricarboxylate C1(=C(C(=CC=C1)C(=O)OCCCCCCCCCCCC)C(=O)OCCCCCCCCCCCC)C(=O)OCCCCCCCCCCCC